4-(1-(3,5-dichlorophenyl)cyclobutoxy)-2-methyl-4-oxobut-2-enoic acid ClC=1C=C(C=C(C1)Cl)C1(CCC1)OC(C=C(C(=O)O)C)=O